NCC1=CN=C(S1)S(=O)(=O)N1CC(CC(C1)C1=CC=CC=C1)C(=O)N1CCOCC1 (1-((5-(Aminomethyl)thiazol-2-yl)sulfonyl)-5-phenylpiperidin-3-yl)(morpholino)methanone